1-(2-(2-methoxy-4-nitrophenyl) piperidin-4-yl) piperazine-1-carboxylate N1(CCNCC1)C(=O)OC1CC(NCC1)C1=C(C=C(C=C1)[N+](=O)[O-])OC